ClC1=C2C(=NC(=N1)N)N(N=C2)CC2=C(C=C(C=C2)[N+](=O)[O-])F 4-chloro-1-[(2-fluoro-4-nitro-phenyl)methyl]Pyrazolo[3,4-d]Pyrimidin-6-amine